Cl.N1CC(C1)C(=O)N1CCN(CC1)C1=NC=C(C=C1)C(F)(F)F Azetidin-3-yl(4-(5-(trifluoromethyl)pyridin-2-yl)piperazine-1-yl)methanone hydrochloride